Ethyl 1-(3-hydroxy-3-methylbutyl-1,1-d2)-5-(trifluoromethyl)-1H-pyrazole-4-carboxylate OC(CC([2H])([2H])N1N=CC(=C1C(F)(F)F)C(=O)OCC)(C)C